3-(((1R)-1-(2-(3-azabicyclo[3.1.0]hexan-3-yl)-3,6-dimethyl-4-oxo-3,4-dihydroquinazolin-8-yl)ethyl)amino)-6-chloropicolinamide C12CN(CC2C1)C1=NC2=C(C=C(C=C2C(N1C)=O)C)[C@@H](C)NC=1C(=NC(=CC1)Cl)C(=O)N